(3-(2-(4-fluoro-2-methylphenoxy)-4-(trifluoromethyl)benzamido)phenyl)(methyl)phosphinic acid chloride FC1=CC(=C(OC2=C(C(=O)NC=3C=C(C=CC3)P(=O)(C)Cl)C=CC(=C2)C(F)(F)F)C=C1)C